tetrafluoropyridine C1=C(C(=C(C(=N1)F)F)F)F